2'-(difluoromethyl)-5'-methoxy-6-((tetrahydro-2H-pyran-3-yl)ethynyl)-[4,4'-bipyridine]-3-carboxylic acid FC(C1=NC=C(C(=C1)C1=C(C=NC(=C1)C#CC1COCCC1)C(=O)O)OC)F